N-[4-(3-chloro-4-cyano-phenoxy)cyclohexyl]-6-(4-formyl-1-piperidyl)pyridine-3-carboxamide ClC=1C=C(OC2CCC(CC2)NC(=O)C=2C=NC(=CC2)N2CCC(CC2)C=O)C=CC1C#N